deuterio fumarate C(\C=C\C(=O)[O-])(=O)O[2H]